CO[Si](C=CC)(OC)OC 1-(trimethoxysilyl)propene